C(C1=CC=CC=C1)(C1=CC=CC=C1)(C1=CC=CC=C1)OC[C@@H]1CO1 (S)-glycidyl trityl ether